tert-butyl 4-(7-carbamoyl-2-methyl-1-benzofuran-4-yl)piperidine-1-carboxylate C(N)(=O)C1=CC=C(C=2C=C(OC21)C)C2CCN(CC2)C(=O)OC(C)(C)C